NC1=C(C=CC(=C1)Br)C(C(F)(F)F)=O 1-(2-amino-4-bromophenyl)-2,2,2-trifluoroethanone